ClC=1C=CC(=C(C=O)C1)C=1N=NNN1 5-chloro-2-(2H-tetrazol-5-yl)benzaldehyde